Cl.NCCCCCCCCCNC=1C=C2C(N(C(C2=CC1)=O)C1C(NC(CC1)=O)=O)=O 5-((9-aminononyl)amino)-2-(2,6-dioxopiperidin-3-yl)isoindoline-1,3-dione hydrochloride